2-(2-(Tert-butyl)-6-isopropyl-9-oxopyrazolo[1,5-a]pyrido[2,3-d]pyrimidin-4(9H)-yl)-N-(5-fluoropyridin-2-yl)acetamide C(C)(C)(C)C1=NN2C(N(C3=C(C2=O)C=CC(=N3)C(C)C)CC(=O)NC3=NC=C(C=C3)F)=C1